tert-butyl 3-[4-(3-hydroxyazetidin-1-yl)-1-[4-(trifluoromethoxy)phenyl]pyrazolo[4,3-c]pyridin-3-yl]azetidine-1-carboxylate OC1CN(C1)C1=NC=CC2=C1C(=NN2C2=CC=C(C=C2)OC(F)(F)F)C2CN(C2)C(=O)OC(C)(C)C